4-[2-[6-(piperazine-1-carbonyl)-2-naphthyl]ethylamino]quinoline-6-carbonitrile N1(CCNCC1)C(=O)C=1C=C2C=CC(=CC2=CC1)CCNC1=CC=NC2=CC=C(C=C12)C#N